C(=C)C=1C(=CC(=NC1)C(=O)NC)C 5-vinyl-N,4-dimethylpyridine-2-carboxamide